C(#N)[BH3-].[Ni+2].C(#N)[BH3-] Nickel cyanoborohydride